N1N=NC2=C1C=CC(=C2)NC(C2=CC=C(C=C2)S(NC2=CC=C(C=C2)Cl)(=O)=O)=O N-(1H-benzo[d][1,2,3]triazol-5-yl)-4-(N-(4-chlorophenyl)sulfamoyl)benzamide